C(C)(C)N1CCN(CC1)C1=CC=C(C=C1)C1=C(CSC2=CC(=CC=C12)O)C1=CC=CC=C1 4-(4-(4-isopropylpiperazin-1-yl)phenyl)-3-phenyl-2H-thiochromen-7-ol